BrC=1C(N(C(=CC1OCC1=C(C=C(C=C1)F)F)C)CC1=CC=C(C=C1)CNC)=O 3-bromo-4-[(2,4-difluorobenzyl)oxy]-6-methyl-1-{4-[(methylamino)methyl]benzyl}pyridin-2(1H)-one